ClC=1C(N(C(=CC1OCC1=NC=C(C=C1F)F)C)C1=CC(=NC=C1C)C1=NC(=C(C=C1)F)C(C)(C)O)=O rel-3-chloro-4-[(3,5-difluoropyridin-2-yl)methoxy]-1-[5'-fluoro-6'-(2-hydroxypropan-2-yl)-5-methyl-[2,2'-bipyridin]-4-yl]-6-methylpyridin-2-one